4-methoxy-6-(1-(1-(4-(methylamino)benzyl)piperidin-4-yl)-1H-pyrazol-4-yl)pyrazolo[1,5-a]pyridine-3-carbonitrile hydrochloride Cl.COC=1C=2N(C=C(C1)C=1C=NN(C1)C1CCN(CC1)CC1=CC=C(C=C1)NC)N=CC2C#N